CC1=CC(=C(C2=C1C(=CC(=O)O2)OC)C3=C(C=C(C4=C3OC(=O)C=C4OC)C)O)O The molecule is a member of the class of 8,8'-bicoumarins that is kotanin in which the methoxy groups at the 7 and 7' positions are replaced by hydroxy groups. A fungal metabolite, its isolation from Aspergillus niger was first reported in 1979. It has a role as an Aspergillus metabolite. It is a conjugate acid of an orlandin(1-).